OCC1(CCC1)CN(CCCCCCCC(=O)N(CCCCCCCCCC)CCCCCCCCCC)CCCCCCCC(=O)N(CCCCCCCCCC)CCCCCCCCCC 8,8'-(((1-(hydroxy-methyl)cyclobutyl)-methyl)azanediyl)-bis(N,N-didecyl-octanamide)